C(#N)C1CCN(CC1)C(=O)OC(C)(C)C tert-Butyl 4-cyanopiperidine-1-carboxylate